2-(1-methyl-4-piperidyl)-6-[(2R,5S)-5-methyl-2-piperidyl]isoindolin-1-one CN1CCC(CC1)N1C(C2=CC(=CC=C2C1)[C@@H]1NC[C@H](CC1)C)=O